ClC=1C(=C(C=CC1)NC1=C(NC2=C1C(NCC2)=O)C2=C(C=NC=C2)O[C@H](C)C2=NC=CC=C2)OC (R)-3-((3-chloro-2-methoxyphenyl)amino)-2-(3-(1-(pyridin-2-yl)ethoxy)pyridin-4-yl)-1,5,6,7-tetrahydro-4H-pyrrolo[3,2-c]pyridin-4-one